FC(C=1C=C(C(=O)NC2=C(N=NS2)C(=O)O)C=CC1)(F)F [3-(trifluoromethyl)benzamido]-1,2,3-thiadiazole-4-carboxylic acid